N[C@@H](C(=O)O)CNC(=O)C=1C=C(C=C2CCCNC12)F (R)-2-amino-3-(6-fluoro-1,2,3,4-tetrahydroquinoline-8-carboxamido)propanoic acid